FC(C/C(=C(\C=1C=C2C(=NN(C2=CC1)C1OCCCC1)F)/C=1C=CC(=NC1)O[C@H]1CN(CC1)C(=O)[O-])/C1=CC=CC=C1)(F)F (3R)-3-((5-((Z)-4,4,4-trifluoro-1-(3-fluoro-1-(tetrahydro-2H-pyran-2-yl)-1H-indazol-5-yl)-2-phenylbut-1-en-1-yl)pyridin-2-yl)oxy)pyrrolidine-1-carboxylate